2-(5-methoxy-3H-indol-3-yl)-N,N-dimethylethan-1-amine COC=1C=C2C(C=NC2=CC1)CCN(C)C